F[C@@H]1[C@@H]2CCC[C@H](C[C@H]1OC=1N=CC(=NC1)C=1C(=CC(=NC1)N1C=NC=C1)O)N2 5-(5-(((1s,2r,3r,5r)-2-fluoro-9-azabicyclo[3.3.1]non-3-yl)oxy)pyrazin-2-yl)-2-(1H-imidazol-1-yl)pyridin-4-ol